5-chloro-2-[(e)-2-[phenyl(pyridin-2-yl)methylidene]hydrazin-1-yl]pyridine ClC=1C=CC(=NC1)N/N=C(/C1=NC=CC=C1)\C1=CC=CC=C1